O1C(=CC2=C1C=CC=C2)C(=O)C2=CC=C(C=C2)N(C)C benzofuran-2-yl(4-(dimethylamino)phenyl)methanone